3-(1-((3,5-dimethylisoxazol-4-yl)-methyl)-1H-pyrazol-4-yl)-1-(3-hydroxybenzyl)-imidazolidine-2,4-dione CC1=NOC(=C1CN1N=CC(=C1)N1C(N(CC1=O)CC1=CC(=CC=C1)O)=O)C